COC=1C=C(OC2=NC=CC(=N2)C)C=CC1B1OC(C(O1)(C)C)(C)C 2-(3-methoxy-4-(4,4,5,5-tetramethyl-1,3,2-dioxaborolan-2-yl)phenoxy)-4-methylpyrimidine